C(CCC)NC1=NC=C(C(=N1)NCCCCO)C1=NC=CC=C1 4-[[2-(Butylamino)-5-pyridin-2-ylpyrimidin-4-yl]amino]butan-1-ol